C(C)(=O)OC1=CC=CC=C1 1-phenyl acetate